C(C)(=O)[O-].C(C)(=O)[O-].[Co+2] cobalt (II) diacetate